rel-2-((3R,4S)-4-(((6-(ethyl(2-fluoro-4-(trifluoro-methyl)benzyl)amino)-5-fluoropyrimidin-4-yl)amino)methyl)-3,4-dihydroxypiperidin-1-yl)acetamide C(C)N(C1=C(C(=NC=N1)NC[C@@]1([C@@H](CN(CC1)CC(=O)N)O)O)F)CC1=C(C=C(C=C1)C(F)(F)F)F |o1:11,12|